CS(=O)(C)=NC=1C=C(C(=NC1)C=1N=C2N(C(=NC(=C2)C(F)(F)F)N)C1)S(=O)(=O)CC 2-[5-[[dimethyl(oxo)-λ6-sulfanylidene]amino]-3-ethylsulfonyl-2-pyridyl]-7-(trifluoromethyl)-imidazo[1,2-c]pyrimidin-5-amine